CN1CCC(CC1)NC=1C2=C(N=C(N1)C1=CC=CC=C1)N(C=C2)CCCN2CCCC2 N-(1-methylpiperidin-4-yl)-2-phenyl-7-(3-(pyrrolidin-1-yl)propyl)-7H-pyrrolo[2,3-d]pyrimidin-4-amine